NC(CC(=O)O)C(C)(C)S 2-amino-3-mercapto-3-methylbutanecarboxylic acid